[Br-].C(C)N1C(C(C2=CC=CC=C12)(C)C)C 1-ethyl-2,3,3-trimethyl-3H-indole bromide